8,9-dichloro-7-(2,6-difluorophenyl)-2-(2-ethoxyethyl)-5H-pyrimido[1,2-a][1,4]benzodiazepine-3-One ClC1=C(C=CC2=C1C(=NCC=1N2C=C(C(N1)=O)CCOCC)C1=C(C=CC=C1F)F)Cl